4-[5-(3-bromopropyloxy)-6-methoxy-benzothien-2-yl]-4-oxobutanoic acid ethyl ester C(C)OC(CCC(=O)C=1SC2=C(C1)C=C(C(=C2)OC)OCCCBr)=O